tert-butyl (R)-2-[[[6-bromo-3-[N'-[4-[1,1-dimethylethyl(dimethyl)silyl]oxy-2-ethyl-phenyl]carbamimidoyl]pyrrolo[1,2-b]pyridazin-4-yl]amino]methyl]pyrrolidine-1-carboxylate BrC=1C=C2N(N=CC(=C2NC[C@@H]2N(CCC2)C(=O)OC(C)(C)C)C(N)=NC2=C(C=C(C=C2)O[Si](C)(C)C(C)(C)C)CC)C1